3-(6,7-dihydro-5H-cyclopenta[b]pyridin-7-yloxy)-5-(5',6'-dihydrospiro[pyrrolidine-3,4'-pyrrolo[1,2-b]pyrazol]-2'-yl)pyridin-2-amine dihydrochloride Cl.Cl.N1=C2C(=CC=C1)CCC2OC=2C(=NC=C(C2)C=2C=C1N(N2)CCC12CNCC2)N